2-(6-phenylpyridin-2-yl)-3,4,5,6-tetrakis(9H-pyrido[3,4-b]indol-9-yl)benzonitrile C1(=CC=CC=C1)C1=CC=CC(=N1)C1=C(C#N)C(=C(C(=C1N1C2=C(C3=CC=CC=C13)C=CN=C2)N2C1=C(C3=CC=CC=C23)C=CN=C1)N1C2=C(C3=CC=CC=C13)C=CN=C2)N2C1=C(C3=CC=CC=C23)C=CN=C1